2-[[5-bromo-2-[4-(8-oxooctylsulfamoyl)anilino]pyrimidin-4-yl]amino]-6-fluoro-benzamide BrC=1C(=NC(=NC1)NC1=CC=C(C=C1)S(NCCCCCCCC=O)(=O)=O)NC1=C(C(=O)N)C(=CC=C1)F